1-(hydroxymethyl)-7-azabicyclo[2.2.1]heptane-7-carboxylic acid tert-butyl ester C(C)(C)(C)OC(=O)N1C2(CCC1CC2)CO